FC1=C(C=CC(=C1)C)CC(=O)N (2-fluoro-4-methylphenyl)acetamide